O=C1NC(CCC1N1C(N(C2=C1C=CC(=C2)CCCC=O)C)=O)=O 4-[1-(2,6-dioxo-3-piperidyl)-3-methyl-2-oxo-benzimidazol-5-yl]butanal